CC1=CC(=NN1)NC1=CC=CC=2N1N=C(N2)N2C[C@H]1CC[C@@H](C2)N1CCC#N 3-((1R,5S)-3-(5-((5-methyl-1H-pyrazol-3-yl)amino)-[1,2,4]triazolo[1,5-a]pyridin-2-yl)-3,8-diazabicyclo[3.2.1]octan-8-yl)propionitrile